Fmoc-ε-Boc-D-lysine C(=O)(OCC1C2=CC=CC=C2C2=CC=CC=C12)N[C@H](CCCC(N)C(=O)OC(C)(C)C)C(=O)O